ClC1=CC(=C(C(=C1)C)C1=CC=C(N=N1)N1C(C[C@@H](C1)O)=O)O (4S)-1-[6-(4-chloro-2-hydroxy-6-methyl-phenyl)pyridazin-3-yl]-4-hydroxy-pyrrolidin-2-one